C(CCCCCCCC\C=C\CCC=CC)=O (E)-10,14-Hexadecadienal